NC1(CN(C1)C1=CC(=C(C=N1)C1CN(C1)C[C@H]1CN(C[C@H](O1)C)C1=C2C=CC(=NC2=C(C=C1)C#N)[2H])C)C 5-[(2S,6R)-2-[[3-[6-(3-amino-3-methyl-azetidin-1-yl)-4-methyl-3-pyridyl]azetidin-1-yl]methyl]-6-methyl-morpholin-4-yl]-2-deuterio-quinoline-8-carbonitrile